Tert-butyl 4-(3-(1H-indol-6-yl)-5-(4-(4-oxo-4,5,6,7-tetrahydro-1H-pyrrolo[3,2-c]pyridin-2-yl)pyridin-2-yl)phenyl)piperazine-1-carboxylate N1C=CC2=CC=C(C=C12)C=1C=C(C=C(C1)C1=NC=CC(=C1)C1=CC=2C(NCCC2N1)=O)N1CCN(CC1)C(=O)OC(C)(C)C